(R)-(2-((3-isopropyl-5-(trifluoromethoxy)benzyl)amino)pyrimidin-5-yl)(2-methylazetidin-1-yl)methanone C(C)(C)C=1C=C(CNC2=NC=C(C=N2)C(=O)N2[C@@H](CC2)C)C=C(C1)OC(F)(F)F